NC1=NC=CC=C1C1=NC=2C(=NC(=CC2)N2N=CC(=C2)C#N)N1C=1C=C2CC[C@@H](C2=CC1)NC(C1=CC(=C(C=C1)O)C=O)=O N-[(1S)-5-[2-(2-aminopyridin-3-yl)-5-(4-cyanopyrazol-1-yl)imidazo[4,5-b]pyridin-3-yl]-2,3-dihydro-1H-inden-1-yl]-3-formyl-4-hydroxybenzamide